N-(5-(3-amino-4-(5,5-dimethyl-8-oxo-5,6,7,8-tetrahydro-2,7-naphthyridin-3-yl)-1H-pyrazol-1-yl)-4-fluoro-2-methylphenyl)acrylamide NC1=NN(C=C1C=1N=CC=2C(NCC(C2C1)(C)C)=O)C=1C(=CC(=C(C1)NC(C=C)=O)C)F